NC1=NC=2C=C(C(=CC2C2=C1C=NN2C)C(=O)N(CC2=NC=C(C=C2)C#CC2=CN=C1N2N=CC=C1)C1CC1)Cl 4-amino-7-chloro-N-cyclopropyl-N-((5-(imidazo[1,2-b]pyridazin-3-ylethynyl)pyridin-2-yl)methyl)-1-methyl-1H-pyrazolo[4,3-c]quinoline-8-carboxamide